(R)-benzyl 3-amino-1-oxa-8-azaspiro[4.5]decane-8-carboxylate N[C@H]1COC2(C1)CCN(CC2)C(=O)OCC2=CC=CC=C2